C(#N)C1=CC=C(C2=CC=CC=C12)[N+]#[C-] 1-CYANO-4-ISOCYANONAPHTHALENE